C(\C=C\C#N)#N Fumarnitril